FC1=C(C=CC(=C1)F)N1C(C2=CC=CC=C2C(=N1)N1CC(CCCC1)O)=O 2-(2,4-Difluorophenyl)-4-(3-hydroxyazepan-1-yl)phthalazin-1(2H)-one